O1CC(C1)N1CCN(CC1)C1=CC=CC=C1 4-(oxetan-3-yl)-N-phenylpiperazin